bishydroxyethylmethacrylate OCCC(=C(C(=O)[O-])C)CCO